6-fluoro-5-(4-((5-fluoro-2-(methylamino)-3-oxo-3,4-dihydroquinoxalin-6-yl)methyl)piperazin-1-yl)-N-methylpyridineamide FC1=C(C=CC(=N1)C(=O)NC)N1CCN(CC1)CC=1C(=C2NC(C(=NC2=CC1)NC)=O)F